9-(2-(3-chlorophenyl)naphthalen-1-yl)-9H-carbazole ClC=1C=C(C=CC1)C1=C(C2=CC=CC=C2C=C1)N1C2=CC=CC=C2C=2C=CC=CC12